C1(CC1)NC(=O)C1=C(N(C(C(=C1OC1=C(C(=CC=C1)[N+](=O)[O-])C)C)=O)C)NC1=C(C=C(C=C1)I)F N-cyclopropyl-2-[(2-fluoro-4-iodophenyl)amino]-1,5-dimethyl-4-(2-methyl-3-nitrophenoxy)-6-oxopyridine-3-carboxamide